C(C)(C)(C)OC(=O)N1[C@@H](CCC1)CO.N1N=CC(=C1)C1=CC=C(C=C1)C=1C=NNC1 1,4-di(1H-pyrazol-4-yl)benzene tert-butyl-(2S)-2-(hydroxymethyl)pyrrolidine-1-carboxylate